CC1(C2=CC=CC=C2N(C=2C=CC=CC12)C1=C(C=C(C(=C1N1C=2C=CC=CC2C(C2=CC=CC=C12)(C)C)N1C=2C=CC=CC2C(C2=CC=CC=C12)(C)C)N1C=2C=CC=CC2C(C2=CC=CC=C12)(C)C)C1=CC(=CC=C1)C=1SC2=C(N1)C=CC=C2)C 2-(2',3',4',5'-tetrakis(9,9-dimethylacridin-10(9H)-yl)-[1,1'-biphenyl]-3-yl)benzo[d]thiazole